5-oxo-N-[4-(3-phenyl-1,2,4-oxadiazol-5-yl)phenyl]-1-[(pyridin-3-yl)methyl]Pyrrolidine-3-carboxamide O=C1CC(CN1CC=1C=NC=CC1)C(=O)NC1=CC=C(C=C1)C1=NC(=NO1)C1=CC=CC=C1